C(C)OC(C(F)(F)C1=CC(=CC=C1)OCCN(C)C(=O)OC(C)(C)C)=O ethyl-2-(3-(2-(tert-butoxycarbonyl-(methyl)amino)ethoxy)phenyl)-2,2-difluoroacetic acid